CI.[Na] sodium methyl iodide